CC1=NC2=C(N1)C=CC=1C(C=C(OC12)C1=CC=CC=C1)=O 2-methyl-8-phenylbenzopyrano[7,8-d]imidazol-6(3H)-one